C(COC(C(=O)C(C(CC(C)C)([SiH](C)C)Cl)C)(CCCCCCCCCCC(OCCCl)(OCCCl)OCCCl)OCCCl)Cl penta(ethyleneoxy)tridecanoyldimethylsilylisobutylpropyl chloride